Acetylacetone Chromium (III) [Cr+3].C(C)(=O)CC(C)=O